FC(CCN1N=NC(=C1)C(=O)NCC1=C(C=CC(=C1)OC(F)(F)F)F)CN1N=NC(=C1)NC(CN1CC(C1)F)=O 1-(3-fluoro-4-(4-(2-(3-fluoroazetidine-1-yl)acetamido)-1H-1,2,3-triazol-1-yl)butyl)-N-(2-fluoro-5-(trifluoromethoxy)benzyl)-1H-1,2,3-triazole-4-carboxamide